N1(N=CC=C1)C(=O)[O-] 1H-pyrazol-1-formate